diethyl ((R)-2-((S,E)-4-((S)-2-amino-N,3,3-trimethylbutanamido)-2,5-dimethylhex-2-enamido)-5-methoxy-5-oxopentanoyl)-D-glutamate N[C@H](C(=O)N(C)[C@H](/C=C(/C(=O)N[C@@H](C(=O)N[C@H](CCC(=O)OCC)C(=O)OCC)CCC(=O)OC)\C)C(C)C)C(C)(C)C